2-[acetyl-(2-trifluoromethylbenzyl)amino]-6-hydroxy-1-benzothiophene-3-carboxylic acid methyl ester COC(=O)C1=C(SC2=C1C=CC(=C2)O)N(CC2=C(C=CC=C2)C(F)(F)F)C(C)=O